pentylquinoline C(CCCC)C1=NC2=CC=CC=C2C=C1